C(C)(C)C=1C2=C(NC1C=1C3=C(C=4N(C1)N=C(N4)C)COC3)SC(=C2C)C2CCN(CC2)C(=O)[C@@H]2NCCOC2 (R)-(4-(4-isopropyl-3-methyl-5-(2-methyl-7,9-dihydrofuro[3,4-c][1,2,4]triazolo[1,5-a]pyridin-6-yl)-6H-thieno[2,3-b]pyrrol-2-yl)piperidin-1-yl)(morpholin-3-yl)methanone